COC1=C(C=C(C=C1)OC)CC1=C(C2=C(N=C(N=C2N)N)N=C1)C 6-[(2,5-dimethoxyphenyl)methyl]-5-methylpyrido[2,3-d]pyrimidine-2,4-diamine